4-chloro-5-methoxy-6-(morpholin-4-yl)pyrimidine-2-carbonitrile ClC1=NC(=NC(=C1OC)N1CCOCC1)C#N